COC1=CC2=C(CNS2(=O)=O)C=C1NCC#C 6-methoxy-5-(prop-2-yn-1-ylamino)-2,3-dihydrobenzo[d]isothiazole 1,1-dioxide